4-(3,4-Dimethylphenyl)bicyclo[2.2.2]octane-1-carbaldehyde CC=1C=C(C=CC1C)C12CCC(CC1)(CC2)C=O